(4R)-3,3-difluoro-4-[4-(3-methyl-2-oxo-1H-imidazo[4,5-c]pyridin-4-yl)piperazin-1-yl]piperidine-1-carboxylic acid tert-butyl ester C(C)(C)(C)OC(=O)N1CC([C@@H](CC1)N1CCN(CC1)C1=NC=CC2=C1N(C(N2)=O)C)(F)F